[2-(2-ethoxypyridin-3-yl)-1'-[4-fluoro-2-(trifluoromethyl)phenyl]spiro[6,8-dihydro-1,7-naphthyridine-5,4'-piperidine]-7-yl]-[(2R)-pyrrolidin-2-yl]methanone formate salt C(=O)O.C(C)OC1=NC=CC=C1C1=NC=2CN(CC3(CCN(CC3)C3=C(C=C(C=C3)F)C(F)(F)F)C2C=C1)C(=O)[C@@H]1NCCC1